Cl.Cl.CC1(CC1)NC1CN(CC1)C=1N=NC(=CN1)C1=C(C=C(C=C1)C=1C=NNC1)O 2-(3-{3-[(1-methylcyclopropyl)amino]pyrrolidin-1-yl}-1,2,4-triazin-6-yl)-5-(1H-pyrazol-4-yl)phenol dihydrochloride